(S)-2-((1-(2-(bis(4-methoxyphenyl)methylene)hydrazineyl)-1-oxopropan-2-yl)carbamoyl)-4-methoxypyridin-3-yl isobutyrate C(C(C)C)(=O)OC=1C(=NC=CC1OC)C(N[C@H](C(=O)NN=C(C1=CC=C(C=C1)OC)C1=CC=C(C=C1)OC)C)=O